ethyl (1S,5R,8R,9S,E)-5-(((perfluorophenoxy)carbonyl)oxy)bicyclo[6.1.0]non-3-ene-9-carboxylate FC1=C(OC(=O)O[C@H]2/C=C/C[C@@H]3[C@H]([C@@H]3CC2)C(=O)OCC)C(=C(C(=C1F)F)F)F